hexadecyl-trimethyl-maleic acid C(CCCCCCCCCCCCCCC)C/C(/C(=O)OC)=C(/C(=O)O)\C